N(=C=O)C1SCSCC1N=C=O 4,5-diisocyanato-1,3-dithiane